COCC1NC(OCC2=CC=CC(C3=NN(C=4C=CC(OCC1)=CC34)C3OCCCC3)=C2)=O 11-(methoxymethyl)-19-(oxan-2-yl)-8,14-dioxa-10,19,20-triazatetracyclo[13.5.2.12,6.018,21]tricosa-1(20),2(23),3,5,15(22),16,18(21)-heptaen-9-one